COC1=C(C(=CC(=C1)\C=C(/C)\[N+](=O)[O-])OC)CCCCC (E)-1,3-dimethoxy-5-(2-nitroprop-1-en-1-yl)-2-pentylbenzene